ClC1=C(C=CC(=N1)C(=O)N1CC(C(C12CCCC2)O)(F)F)CC(F)F (6-chloro-5-(2,2-difluoroethyl)pyridin-2-yl)(3,3-difluoro-4-hydroxy-1-azaspiro[4.4]nonan-1-yl)methanone